(S)-N-(2-chloro-6-fluorophenyl)-4-(3-cyclopropyl-1,2,4-thiadiazol-5-yl)-5-fluoro-2-((1,1,1-trifluoropropan-2-yl)oxy)benzamide ClC1=C(C(=CC=C1)F)NC(C1=C(C=C(C(=C1)F)C1=NC(=NS1)C1CC1)O[C@H](C(F)(F)F)C)=O